(6R,7R)-7-cyclopropyl-6-methyl-2-((R)-3-methylmorpholino)-6,7-dihydropyrazolo[1,5-a]pyrazin-4(5H)-one C1(CC1)[C@@H]1[C@H](NC(C=2N1N=C(C2)N2[C@@H](COCC2)C)=O)C